BrC=1N=C(C=2N(C1)C=C(N2)C(=O)N2C[C@H]([C@@]1(CC2)NCC2=CC=CC=C2C1)O)O[C@@H]1C(N(CC1)C)=O |o1:29| (S or R)-3-((6-bromo-2-((3R,3'R)-3'-hydroxy-2,4-dihydro-1H-spiro[isoquinoline-3,4'-piperidin]-1'-ylcarbonyl)imidazo[1,2-a]pyrazin-8-yl)oxy)-1-methylpyrrolidin-2-one